2-amino-1,3-benzothiazol-4-ol NC=1SC=2C(N1)=C(C=CC2)O